(S)-N-(3-Chloro-2-fluorophenyl)-N-methyl-3-(6-methyl-4-(trifluoromethyl)pyridin-2-yl)-2-oxooxazolidine-4-carboxamide ClC=1C(=C(C=CC1)N(C(=O)[C@H]1N(C(OC1)=O)C1=NC(=CC(=C1)C(F)(F)F)C)C)F